(S)-2-(7-chloro-2,4-dioxo-1,4-dihydroquinazolin-3(2H)-yl)-N-(1-(2,4-difluorophenyl)ethyl)acetamide ClC1=CC=C2C(N(C(NC2=C1)=O)CC(=O)N[C@@H](C)C1=C(C=C(C=C1)F)F)=O